2-methoxy-5-[[2-[(2S,5R)-5-methyl-2-[5-(methylcarbamoyl)-2-thienyl]-1-piperidyl]-2-oxo-acetyl]amino]pyridine-3-carboxamide COC1=NC=C(C=C1C(=O)N)NC(C(=O)N1[C@@H](CC[C@H](C1)C)C=1SC(=CC1)C(NC)=O)=O